6-maleimidyl-caproic acid succinate C(CCC(=O)O)(=O)O.C1(C=CC(N1CCCCCC(=O)O)=O)=O